C(C)C1(NC=C(C(=N1)NC=1C2=C(NN1)C(N(C2)C(=O)C2(CCN(CC2)C)F)(C)C)F)N 2-ethyl-5-fluoro-N4-{5-[(4-fluoro-1-methylpiperidin-4-yl)carbonyl]-6,6-dimethyl-1,4,5,6-tetrahydropyrrolo[3,4-c]Pyrazol-3-yl}pyrimidine-2,4-diamine